C12(C(=O)CC(CC1)C2(C)C)CS(=O)(=O)OC=2C(OC=1C2C(C=CC1)=O)C1=CC=C(C=C1)F 2-4-fluorophenyl-4-oxo-4H-benzofuran-3-yl camphorsulfonate